[2-(1,3-dioxolan-2-yl)-4-fluorophenyl]trimethylstannane O1C(OCC1)C1=C(C=CC(=C1)F)[Sn](C)(C)C